N(=[N+]=[N-])CC(C1CO1)(C)CN=[N+]=[N-] 3,3-bis(azidomethyl)epoxybutane